C(C)(=O)OC(C)CCCC trans-2-hexyl acetate